S1C(=NC=C1)C1=CC(=CC=2N=C(OC21)N2CC1N(C(C2)C1)C(=O)OC(C)(C)C)C(F)(F)F tert-Butyl 3-(7-(thiazol-2-yl)-5-(trifluoromethyl)benzo[d]oxazol-2-yl)-3,6-diazabicyclo[3.1.1]heptane-6-carboxylate